2-(2-fluorophenyl)-N-(3-isopropyl-4-morpholinophenyl)pyrazolo[1,5-a][1,3,5]triazin-4-amine FC1=C(C=CC=C1)C1=NC=2N(C(=N1)NC1=CC(=C(C=C1)N1CCOCC1)C(C)C)N=CC2